(S)- and (R)-3-(2-((2,4-dichlorophenethyl)amino)-2-phenylacetyl)-N-(2-(dimethylamino)ethyl)-1H-indole-7-carboxamide ClC1=C(CCN[C@H](C(=O)C2=CNC3=C(C=CC=C23)C(=O)NCCN(C)C)C2=CC=CC=C2)C=CC(=C1)Cl |r|